methyl (R)-(+)-2-chloropropionate C[C@H](C(=O)OC)Cl